ClC1=C2C=CNC2=CC(=C1)NC1=NC2=C(N1)C=CC(=C2)C2CCN(CC2)C(C)=O 1-(4-{2-[(4-chloro-1H-indol-6-yl)amino]-1H-1,3-benzodiazol-5-yl}piperidin-1-yl)ethan-1-one